C(=C)NC(CO)=O N-vinyl-hydroxyacetoamide